OCC(C(=O)N)(CCCNC(=O)N)C1=CC(=CC=C1)[N+](=O)[O-] hydroxymethyl-3-nitrophenyl-5-ureidopentanamide